CC1=C(C=CC=C1C(F)(F)F)[C@@H](CC)N (1R)-1-[2-methyl-3-(trifluoromethyl)phenyl]propan-1-amine